Cl.FC1=CC=C(C=C1)CCN1CCC(CC1)C1=CC(=C2C(=N1)C(=CS2)C(=O)NC)C(F)(F)F 5-(1-(4-fluorophenylethyl)piperidin-4-yl)-N-methyl-7-(trifluoromethyl)thieno[3,2-b]pyridine-3-carboxamide hydrochloride